2,6-bis(trimethylstannyl)-4,4-dimethyl-4H-cyclopenta[2,1-b:3,4-b']dithiophene C[Sn](C1=CC2=C(S1)C=1SC(=CC1C2(C)C)[Sn](C)(C)C)(C)C